3,5-bis(2-adamantyl)anisole Neodymium Nitrate Hydrate O.[N+](=O)([O-])[O-].[Nd+3].C12C(C3CC(CC(C1)C3)C2)C=2C=C(C=C(C2)C2C3CC1CC(CC2C1)C3)OC.[N+](=O)([O-])[O-].[N+](=O)([O-])[O-]